O.S(=O)(=O)(O)CCS(=O)(=O)O.CN(C/C=C/C(=O)N1C[C@H](CC1)OC(=O)N1CCCCC1)C.N1(CCCCC1)C(=O)O[C@@H]1CN(CC1)C(\C=C\CN(C)C)=O.O piperidine-1-carboxylic acid [(3S)-1-[(E)-4-(dimethylamino) but-2-enoyl] pyrrolidin-3-yl] ester hemiedisylate hydrate